N-[4-[4-[3-chloro-5-(trifluoromethyl)phenyl]piperazin-1-yl]sulfonylphenyl]acetamide ClC=1C=C(C=C(C1)C(F)(F)F)N1CCN(CC1)S(=O)(=O)C1=CC=C(C=C1)NC(C)=O